OC1=NC=CC2=C1C=CS2 4-hydroxythieno[3,2-C]pyridine